1,4-bis(4-pyridyl)naphthalene N1=CC=C(C=C1)C1=CC=C(C2=CC=CC=C12)C1=CC=NC=C1